CC1(C(CCCC1)CN1C(N(N=C1CC1=C(C=CC=C1)F)C)=O)C 4-((2,2-dimethylcyclohexyl)methyl)-5-(2-fluorobenzyl)-2-methyl-2,4-dihydro-3H-1,2,4-triazol-3-one